COCC[C@H](C[C@H](C=C)C)O (3S,5R)-1-METHOXY-5-METHYLHEPT-6-EN-3-OL